N-diethylethylethylenediamine C(C)C(C)(NCCN)CC